FC(F)(F)N1CCC(C2=CC=CC=C12)=O (trifluoromethyl)-2,3-dihydro-1H-quinolin-4-one